NC=1C=CC(=NC1)C(C(C)(C=1SC=CN1)C)=O 1-(5-Aminopyridin-2-yl)-2-methyl-2-(thiazol-2-yl)propan-1-one